1-((3R,5S,8R,9S,10S,13S,14S,17S)-3-hydroxy-3-((methoxy-d3)methyl-d2)-10,13-dimethylhexadecahydro-1H-cyclopenta[a]phenanthren-17-yl-17-d)ethan-1-one-2,2,2-d3 O[C@@]1(CC[C@@]2([C@H]3CC[C@@]4([C@@](CC[C@H]4[C@@H]3CC[C@H]2C1)([2H])C(C([2H])([2H])[2H])=O)C)C)C([2H])([2H])OC([2H])([2H])[2H]